(S*)-1-[(S)-1-(2,3-dihydrobenzo[1,4]dioxin-2-yl)methyl]-3-(3-methoxyphenyl)piperidine O1[C@H](COC2=C1C=CC=C2)CN2C[C@@H](CCC2)C2=CC(=CC=C2)OC |o1:13|